2-fluoro-N-(5-fluoro-2-methyl-3-(6-(4-(piperidin-4-yloxy)phenyl)-7H-pyrrolo[2,3-d]pyrimidin-4-yl)phenyl)-4-(2-hydroxyprop-2-yl)benzamide FC1=C(C(=O)NC2=C(C(=CC(=C2)F)C=2C3=C(N=CN2)NC(=C3)C3=CC=C(C=C3)OC3CCNCC3)C)C=CC(=C1)C(C)(C)O